1-(1-propenylpiperidin-3-yl)-4-amino-3-(4-phenoxyphenyl)-1H-imidazo[4,5-c]pyridin-2(3H)-one C(=CC)N1CC(CCC1)N1C(N(C=2C(=NC=CC21)N)C2=CC=C(C=C2)OC2=CC=CC=C2)=O